2-(4-chloro-3-fluorophenyl)-4-[[phenylsulfonyl]oxy]-5-amino-3(2H)-furanone ClC1=C(C=C(C=C1)C1OC(=C(C1=O)OS(=O)(=O)C1=CC=CC=C1)N)F